ClC1=CC(=C(C(=O)N2C[C@H](N(CC2)C=2C(=NC(=CC2)C2=NC=CN=C2OCC)C(=O)NC2CN(C2)C)CC)C=C1)C(F)(F)F 3-[(2R)-4-[4-chloro-2-(trifluoromethyl)benzoyl]-2-ethylpiperazin-1-yl]-6-(3-ethoxypyrazin-2-yl)-N-(1-methylazetidin-3-yl)pyridine-2-carboxamide